N-(5-((2-(cyclopentyl(methyl)amino)ethyl)carbamoyl)-2-methylpyridin-3-yl)-6-(1-methyl-1H-pyrazol-4-yl)pyrazolo[1,5-a]pyrazine-3-carboxamide C1(CCCC1)N(CCNC(=O)C=1C=C(C(=NC1)C)NC(=O)C=1C=NN2C1C=NC(=C2)C=2C=NN(C2)C)C